CC1=NC(=CC(=C1)CN1COC2=C1C=CC(=C2)OC)C N-((2,6-dimethylpyridin-4-yl)methyl)-6-methoxybenzo[d]oxazol